N,N-dimethyl-2-(5-methyl-3-(5-(3-(2-methylpyridin-4-yl)-1H-pyrazol-1-yl)-7-morpholinopyrazolo[1,5-a]pyrimidin-2-yl)-1H-pyrazol-1-yl)ethanamine CN(CCN1N=C(C=C1C)C1=NN2C(N=C(C=C2N2CCOCC2)N2N=C(C=C2)C2=CC(=NC=C2)C)=C1)C